CC1=C(C=C(C(=O)NC=2C=NC=C(C2)C(F)(F)F)C=C1)OC1CN(C1)C=1C=NN2C1N=C(C=C2)N2CCN(CC2)C 4-methyl-3-((1-(5-(4-methylpiperazin-1-yl)pyrazolo[1,5-a]pyrimidin-3-yl)azetidin-3-yl)oxy)-N-(5-(trifluoromethyl)pyridin-3-yl)benzamide